C(C)(=O)N[C@H]1[C@@H](O[C@H]([C@@H]([C@@H]1OCC1=CC=CC=C1)OCC1=CC2=CC=CC=C2C=C1)CO)O[C@@H]1[C@H]([C@H](OCC=C)O[C@@H]([C@@H]1N=[N+]=[N-])C)NC(C(Cl)Cl)=O Allyl 2-acetamido-3-O-benzyl-2-deoxy-4-O-(2-naphthylmethyl)-α-L-altropyranosyl-(1→3)-4-azido-2-dichloroacetamido-2,4,6-trideoxy-β-D-galactopyranoside